D-3-vanillyl-lactic acid C(C1=CC(OC)=C(O)C=C1)C[C@H](C(=O)O)O